2-Chloro-4-fluoro-1-(trifluoromethyl)benzene ClC1=C(C=CC(=C1)F)C(F)(F)F